5-(1-methyl-1H-imidazol-4-carboxamido)-2-oxohexanediamid CN1C=NC(=C1)C(=O)NC(CCC(C(=O)N)=O)C(=O)N